C1(CC1)N(CCC(C(=O)O)NC(C(CC)CC)=O)CCCCC1=NC=2NCCCC2C=C1 4-[cyclopropyl-[4-(5,6,7,8-tetrahydro-1,8-naphthyridin-2-yl)butyl]amino]-2-(2-ethylbutanoylamino)butanoic acid